COC(COC1=C(C=CC(=C1)C1CCCCC1)C)=O 2-(5-cyclohexyl-2-methyl-phenoxy)acetic acid methyl ester